pyridinoindole N1C=CC2=CC=C3C(=C12)C=CC=N3